2-methyl-1,3-propanediol diglycolate C(COCC(=O)O)(=O)O.CC(CO)CO